4-[(2,3-dihydrothieno[3,4-b]-[1,4]dioxin-2-yl)methoxy]-1-methyl-1-butanesulfonic acid sodium salt [Na+].O1C=2C(OCC1COCCCC(S(=O)(=O)[O-])C)=CSC2